1-(((1R,3s,6s)-3'-(5-(2-hydroxypropan-2-yl)pyrazin-2-yl)-2'-oxospiro[bicyclo[4.1.0]heptane-3,5'-oxazolidine]-1-yl)methyl)-1H-benzo[d]imidazole-6-carbonitrile OC(C)(C)C=1N=CC(=NC1)N1C(O[C@]2(C1)C[C@@]1(C[C@@H]1CC2)CN2C=NC1=C2C=C(C=C1)C#N)=O